C(C)OC1=C(C=CC(=C1)OCC)C1=NC(=CC(=C1)C1=CC=C(C=C1)C1=CC=C(C=C1)N(C1=CC=C(C=C1)C(C)(C)C)C1=CC=C(C=C1)C(C)(C)C)C1=C(C=C(C=C1)OCC)OCC 2,6-bis(2,4-diethyloxyphenyl)-4-(4'-bis(4-tert-butylphenyl)aminobiphenyl-4-yl)pyridine